tert-Butyl 2-((((9H-fluoren-9-yl)methoxy) carbonyl)amino)-3-(p-tolyl)propanoate C1=CC=CC=2C3=CC=CC=C3C(C12)COC(=O)NC(C(=O)OC(C)(C)C)CC1=CC=C(C=C1)C